C1(CC1)C=1N=CC=2C=C3C(=C(C2C1)S(=O)(=O)NCC(C)(C)F)CC(C3)NC=3N(N=C(C3)O)C 3-cyclopropyl-N-(2-fluoro-2-methylpropyl)-7-[(5-hydroxy-2-methylpyrazol-3-yl)amino]-7,8-dihydro-6H-cyclopenta[g]isoquinoline-5-sulfonamide